S(=O)(=O)(OC(=CF)F)[O-] 1,2-difluorovinyl sulfate